5-methyl-4,7-diazaspiro[2.5]octan CC1NC2(CC2)CNC1